C1(=CC=CC=C1)C#CC1=C(C=C(C(=C1)C#CC1=CC=CC=C1)C#CC1=CC=CC=C1)C#CC1=CC=CC=C1 1,2,4,5-tetra(phenylethynyl)benzene